methylstyrenesulfonic acid sodium salt [Na+].CC(=CC1=CC=CC=C1)S(=O)(=O)[O-]